3-cyclopropyl-N,N-dimethyl-5,6,7,8-tetrahydro-4H-pyrazolo[1,5-a][1,4]diazepine-2-carboxamide C1(CC1)C=1C(=NN2C1CNCCC2)C(=O)N(C)C